cis-2-octene-1,8-dicarboxylic acid C(\C=C/CCCCCC(=O)O)C(=O)O